4-Oxo-2-thioxo-3-thiazolidinylacetic acid O=C1N(C(SC1)=S)CC(=O)O